Br[C@H]1[C@@H]2N(C[C@H]1CC2)[C@@H](C)C2=CC=CC=C2 (1R,4R,7R)-7-bromo-2-[(1S)-1-phenylethyl]-2-azabicyclo[2.2.1]heptane